CC1=NN(C=C1)S(=O)(=O)C 3-methyl-1-(methylsulfonyl)-1H-pyrazol